N-methyl-N-((3R,4R)-4-methylpiperidin-3-yl)-7H-pyrrolo[2,3-D]pyrimidine-4-amine hydrochloride Cl.CN(C=1C2=C(N=CN1)NC=C2)[C@H]2CNCC[C@H]2C